ClC=1C(=C2C=NNC2=C(C1F)C(C)O)C=1C=CC=2N(C1)C=C(N2)NC(=O)C2C(C2)F N-(6-(5-chloro-6-fluoro-7-(1-hydroxyethyl)-1H-indazol-4-yl)imidazo[1,2-a]pyridin-2-yl)-2-fluorocyclopropane-1-carboxamide